C1(CCCCC1)NC[Si](OCC)(OCC)C N-cyclohexyl-(aminomethyl)methyldiethoxysilane